2-((2-((4-(1-(3-(2,4-dioxotetrahydropyrimidin-1(2H)-yl)benzyl)piperidin-4-yl)-2-isopropoxy-5-methylphenyl)amino)-5-(trifluoromethyl)pyridin-4-yl)amino)-N-methylbenzamide O=C1N(CCC(N1)=O)C=1C=C(CN2CCC(CC2)C2=CC(=C(C=C2C)NC2=NC=C(C(=C2)NC2=C(C(=O)NC)C=CC=C2)C(F)(F)F)OC(C)C)C=CC1